(L)-Cysteinyl-(D)-Methionine N[C@@H](CS)C(=O)N[C@H](CCSC)C(=O)O